C(C1=CC=CC=C1)NC(N(C1CCC(CC1)NC1=NC=C(C=C1)C#N)C=1C=C(C=C(C1)N1C[C@@H](N(CC1)C)C)C(C(=O)N)=C)=O (3-(3-benzyl-1-((1r,4S)-4-((5-cyanopyridin-2-yl)amino)cyclohexyl)ureido)-5-((S)-3,4-dimethylpiperazin-1-yl)phenyl)acrylamide